1-(1-methoxycyclobutyl)methylamine COC1(CCC1)CN